tert-butyl 3-(cyclopropanecarboxamido)-5-hydroxy-1H-indole-1-carboxylate C1(CC1)C(=O)NC1=CN(C2=CC=C(C=C12)O)C(=O)OC(C)(C)C